O=C1NCC[C@@H]1CCC(=O)[O-] 3-((S)-2-oxo pyrrolidin-3-yl)propanoate